Silicon-tungsten [W].[Si]